methyl 1-((tetrahydro-2H-pyran-2-yl) oxy)-2,3-dihydro-1H-indene-5-carboxylate O1C(CCCC1)OC1CCC2=CC(=CC=C12)C(=O)OC